3-[2-[4-[2-[4-(N-phenylanilino)phenyl]ethynyl]phenyl]benzofuran-6-yl]prop-2-enoic acid C1(=CC=CC=C1)N(C1=CC=CC=C1)C1=CC=C(C=C1)C#CC1=CC=C(C=C1)C=1OC2=C(C1)C=CC(=C2)C=CC(=O)O